FC=1C=C(C(=O)OC)C=C(C1F)F Methyl 3,4,5-trifluorobenzoate